Copper(II) dibutyldithiocarbamate C(CCC)N(C([S-])=S)CCCC.[Cu+2].C(CCC)N(C([S-])=S)CCCC